methyl (S)-3-((1-(6-methoxy-5-(trifluoromethyl)pyridin-3-yl)pyrrolidin-2-yl)methoxy)propanoate COC1=C(C=C(C=N1)N1[C@@H](CCC1)COCCC(=O)OC)C(F)(F)F